tert-butyl (2-((2-(2-bromophenyl)-2-oxoethyl)(4-methoxybenzyl)amino)ethyl)carbamate BrC1=C(C=CC=C1)C(CN(CCNC(OC(C)(C)C)=O)CC1=CC=C(C=C1)OC)=O